C(#N)C1=CC=C(C=C1)C1=C(NC2=CC=CC=C12)C(=O)NC[C@H](CC(CNC(OC(C)(C)C)=O)O[Si](C(C)C)(C(C)C)C(C)C)NC(OC(C)(C)C)=O di-tert-butyl ((4S)-5-(3-(4-cyanophenyl)-1H-indole-2-carboxamido)-2-((triisopropylsilyl)oxy)pentane-1,4-diyl)dicarbamate